tert-butyl N-tert-butoxycarbonyl-N-[4-[[5-[(5-ethynyl-3-fluoro-2-pyridyl)amino]-4-methyl-3-pyridyl]methyl]-3-fluoro-2-pyridyl]carbamate C(C)(C)(C)OC(=O)N(C(OC(C)(C)C)=O)C1=NC=CC(=C1F)CC=1C=NC=C(C1C)NC1=NC=C(C=C1F)C#C